1-(3-(4-Fluoropyridin-2-yl)prop-2-yn-1-yl)azepane FC1=CC(=NC=C1)C#CCN1CCCCCC1